4-cyclopropyl-6-ethylpyrimidine C1(CC1)C1=NC=NC(=C1)CC